(6-(6-cyclopropyl-5-fluoromethylpyridinylamino)-8-fluoro-7-(2-hydroxypropan-2-yl)imidazo[1,2-a]pyridin-2-yl)piperidine-1-carboxylic acid tert-butyl ester C(C)(C)(C)OC(=O)N1C(CCCC1)C=1N=C2N(C=C(C(=C2F)C(C)(C)O)NC2=NC(=C(C=C2)CF)C2CC2)C1